CC1=CC=C2N=C[13C](=NC2=C1)C1=CC=CC=C1 7-methyl-2-phenylquinoxaline-13C